FC(S(=O)(=O)C1=CC=C(CN2CCC(CC2)C=2C=C3CN(C(C3=CC2)=O)C2C(NC(CC2)=O)=O)C=C1)F 3-(5-(1-(4-((difluoromethyl)sulfonyl)benzyl)piperidin-4-yl)-1-oxoisoindolin-2-yl)piperidine-2,6-dione